C(=O)(OC(C)(C)C)N1CCC(CC1)CO N-Boc-4-Piperidinemethanol